C(N)(OC1=C(C(=C(C=C1)C)Cl)CC=1C(=C2C(N(CC2=CC1)C1C(NC(CC1)=O)=O)=O)Cl)=O (4-chloro-2-(2,6-dioxopiperidin-3-yl)-3-oxoisoindolin-5-yl)methyl(3-chloro-4-methylphenyl) carbamate